(R)-N-(3-(2-(7-ethoxy-2-formyl-6-methoxy-1,2,3,4-tetrahydroisoquinolin-1-yl)ethyl)-1H-indol-5-yl)acetamide C(C)OC1=C(C=C2CCN([C@@H](C2=C1)CCC1=CNC2=CC=C(C=C12)NC(C)=O)C=O)OC